Racemic-methyl (3S)-1-(5-((3-fluorophenyl)ethynyl)-2,3-dihydro-1H-inden-1-yl)-pyrrolidine-3-carboxylate FC=1C=C(C=CC1)C#CC=1C=C2CC[C@H](C2=CC1)N1C[C@H](CC1)C(=O)OC |&1:14|